[Na].[Na].[Na].N1C(=S)NC(=S)NC1=S Trithiocyanuric acid trisodium salt